1-(4-(bromomethyl)phenyl)-2-methylpropan-2-ol BrCC1=CC=C(C=C1)CC(C)(O)C